1-(tert-butoxycarbonyl)-4-piperidinecarboxaldehyde C(C)(C)(C)OC(=O)N1CCC(CC1)C=O